CC(C)(C)[S@](=O)/N=C(\C)/C1=CC=C2C(=N1)N(C=C2)S(=O)(=O)C2=CC=CC=C2 (S,E)-2-methyl-N-(1-(1-(phenylsulfonyl)-1H-pyrrolo[2,3-b]pyridin-6-yl)ethylidene)propane-2-sulfinamide